C(C)C(COC(C1=CC=C(C=C1)N(C)C)=O)CCCC 2-Ethylhexyl-p-(dimethylamino)-benzoat